Methyl (5R)-3-((2-((S)-amino((1r,4S)-4-methylcyclohexyl)methyl)imidazo[1,2-b]pyridazin-6-yl)methyl)-5-methyl-2-oxopyrrolidine-3-carboxylate N[C@H](C=1N=C2N(N=C(C=C2)CC2(C(N[C@@H](C2)C)=O)C(=O)OC)C1)C1CCC(CC1)C